tert-butyl 3-(6-(5-(2-(pyridin-3-ylamino)acetamido)pyrazolo[1,5-a]pyridin-3-yl)pyridin-2-yl)piperidine-1-carboxylate N1=CC(=CC=C1)NCC(=O)NC1=CC=2N(C=C1)N=CC2C2=CC=CC(=N2)C2CN(CCC2)C(=O)OC(C)(C)C